FC(CC1(CC1)CN1N=CC(=C1)C=1C(=NC=CC1)C1=CC=2N(C=C1)C=C(N2)C)F 7-[3-(1-{[1-(2,2-difluoroethyl)cyclopropyl]methyl}-1H-pyrazol-4-yl)pyridin-2-yl]-2-methylimidazo[1,2-a]pyridine